CC1=CC2=C(C(C(=CO2)S(=O)(=O)C2=CC(=CC=C2)C(F)(F)F)=O)C=C1 7-methyl-3-((3-trifluoromethylphenyl)sulfonyl)-4H-benzopyran-4-one